N1C=NC(=C1)CN(C=1C=C(C=CC1)N(C(C1=C(C=CC=C1)C(F)(F)F)=O)CC(C)C)C N-[3-[1H-imidazol-4-ylmethyl(methyl)amino]phenyl]-N-isobutyl-2-(trifluoromethyl)benzamide